(S)-N-(5-(2-(2-aminopyridin-3-yl)-5-(1H-pyrazol-1-yl)-3H-imidazo[4,5-b]pyridin-3-yl)-2,3-dihydro-1H-inden-1-yl)-2-methacrylamidobenzamide NC1=NC=CC=C1C1=NC=2C(=NC(=CC2)N2N=CC=C2)N1C=1C=C2CC[C@@H](C2=CC1)NC(C1=C(C=CC=C1)NC(C(=C)C)=O)=O